NCC=1C=C(C=CC1)C1=CC=CC=2C=C(OC21)COC=2C=C(C=CC2)CC(=O)O 2-(3-((7-(3-(aminomethyl)phenyl)benzofuran-2-yl)methoxy)phenyl)acetic acid